ClC=1C(=C(C(=C(C#N)C1F)F)C#N)F 5-chloro-2,4,6-trifluoro-isophthalonitrile